5-((1-amino-2,3-dihydro-1H-inden-2-yl)(methyl)amino)-2-(2,6-dioxopiperidin-3-yl)isoindoline-1,3-dione NC1C(CC2=CC=CC=C12)N(C=1C=C2C(N(C(C2=CC1)=O)C1C(NC(CC1)=O)=O)=O)C